Selenocysteine dihydrochloride Cl.Cl.N[C@@H](C[SeH])C(=O)O